C[C@]12CC(C[C@](CCC1)(N2)C)OC2=CC=C(N=N2)C2=C(C=C(C(=C2F)F)C2=CN=NC(=C2)OC)O 2-(6-(((1R,3S,5S)-1,5-dimethyl-9-azabicyclo[3.3.1]nonan-3-yl)oxy)pyridazin-3-yl)-3,4-difluoro-5-(6-methoxypyridazin-4-yl)phenol